triethoxy(3-prop-2-enylsulfanylpropyl)silane C(C)O[Si](CCCSCC=C)(OCC)OCC